[Si](C1=CC=CC=C1)(C1=CC=CC=C1)(C(C)(C)C)OCCN1N=C(C(=C1)C=1C=C2CC(NC2=C(C1)Cl)=O)COC[C@@H](C)NC (R)-5-(1-(2-((tert-butyldiphenylsilyl)oxy)ethyl)-3-((2-(methylamino)propoxy)methyl)-1H-pyrazol-4-yl)-7-chloroindolin-2-one